FC(OC=1C=C(C=NC1)N1CCC2=CC(=CC=C12)C(=O)N)(F)F [5-(trifluoromethoxy)-3-pyridyl]indoline-5-carboxamide